2-((2-(3-((tert-Butoxycarbonyl)amino)prop-1-yn-1-yl)-4-fluorophenyl)amino)-5-(trifluoromethyl)nicotinic acid C(C)(C)(C)OC(=O)NCC#CC1=C(C=CC(=C1)F)NC1=C(C(=O)O)C=C(C=N1)C(F)(F)F